C(CCCCCCC)(=O)N[C@@H](CCC(=O)[O-])C(=O)[O-] octanoylglutamic acid anion